tert-butyl ((5-(2,4-difluorophenyl)-4-methoxy-1H-pyrrol-3-yl)methyl)(methyl)carbamate FC1=C(C=CC(=C1)F)C1=C(C(=CN1)CN(C(OC(C)(C)C)=O)C)OC